BrC=1C(C2=CC(=CC=C2C1C=1N=CSC1C)OCCCCC1=CC=CC=C1)=O 2-bromo-3-(5-methylthiazol-4-yl)-6-(4-phenylbutoxy)-1H-inden-1-one